ClC1=C(C=CC=2C3=C(N(C12)COCCOC)CCN(C3C)C(=O)C3=NC=C(C=N3)OC)Cl (6,7-dichloro-5-((2-methoxyethoxy)methyl)-1-methyl-1,3,4,5-tetrahydro-2H-pyrido[4,3-b]indol-2-yl)(5-methoxypyrimidin-2-yl)methanone